hydroxy-2-methyl-2-({2-methyl-5-[(2-methyl-1,3-thiazol-5-yl)methoxy]-2H-indazol-3-yl}formamido)propanamide OCC(C(=O)N)(NC(=O)C=1N(N=C2C=CC(=CC12)OCC1=CN=C(S1)C)C)C